BrC=1C=CC=C2C(C(NC12)=O)=C 7-bromo-3-methyleneindolone